(3S)-3-[3-[1-[2-[4-[3-[8-[3-amino-6-(2-hydroxyphenyl)pyridazin-4-yl]-5,8-diazaspiro[3.5]nonan-5-yl]phenoxy]-1-piperidyl]-2-oxo-ethyl]-4-piperidyl]-N-methyl-anilino]piperidine-2,6-dione NC=1N=NC(=CC1N1CCN(C2(CCC2)C1)C=1C=C(OC2CCN(CC2)C(CN2CCC(CC2)C=2C=C(N(C)[C@@H]3C(NC(CC3)=O)=O)C=CC2)=O)C=CC1)C1=C(C=CC=C1)O